6-acetyl-8-cyclopentyl-2-((5-(8-(4-(hydroxymethyl)phenyl)-3,8-diazabicyclo[3.2.1]octan-3-yl)pyridin-2-yl)amino)-5-methylpyrido[2,3-d]pyrimidin-7(8H)-one C(C)(=O)C1=C(C2=C(N=C(N=C2)NC2=NC=C(C=C2)N2CC3CCC(C2)N3C3=CC=C(C=C3)CO)N(C1=O)C1CCCC1)C